OC=1C(=NC(=NC1)C=1C=NN(C1C(=O)OC(C)(C)C)C)C tert-butyl 4-(5-hydroxy-4-methylpyrimidin-2-yl)-1-methyl-1H-pyrazole-5-carboxylate